(S)-5-(3-(1-(5-fluoro-3-methylbenzofuran-2-yl)-2-methylpropyl)ureido)nicotinamide FC=1C=CC2=C(C(=C(O2)[C@H](C(C)C)NC(NC=2C=NC=C(C(=O)N)C2)=O)C)C1